CC(C)(C)C=1C=C(C=CC1O)C(CC(=O)OCCOC(CC(C)(C1=CC(=C(C=C1)O)C(C)(C)C)C1=CC(=C(C=C1)O)C(C)(C)C)=O)(C)C1=CC(=C(C=C1)O)C(C)(C)C ethylene bis[3,3-bis[3-(1,1-dimethylethyl)-4-hydroxyphenyl]butanoate]